O[C@H](CNC(=O)C1=NC(=NC(=C1)NC1COC1)N(C)CCOC)[C@H]1NCC2=CC(=CC=C2C1)O N-[(2R)-2-Hydroxy-2-[(3S)-7-hydroxy-1,2,3,4-tetrahydroisoquinolin-3-yl]ethyl]-2-[2-methoxy-ethyl(methyl)amino]-6-(oxetan-3-ylamino)pyrimidine-4-carboxamide